5-(2-acetyl-5-chlorophenyl)-6-methylpyridin-3(2H)-one C(C)(=O)C1=C(C=C(C=C1)Cl)C1=CC(CN=C1C)=O